COC1=CC(=NC=N1)O[C@]1(C[C@@H](N(C1)CC1=CN=C(S1)NC(C)=O)C)[2H] N-(5-(((2S,4S)-4-((6-methoxypyrimidin-4-yl)oxy)-2-methylpyrrolidin-1-yl-4-d)methyl)thiazol-2-yl)acetamide